C12=C(C=3CCC3C=C2CC1)NC(=O)N=S(=O)(N)C=1C=NN2C1OCC2 N'-(tricyclo[6.2.0.03,6]deca-1,3(6),7-trien-2-ylcarbamoyl)-2,3-dihydropyrazolo[5,1-b]oxazole-7-sulfonimidamide